3-amino-3-[(5-methylhex-2-yl)carbamoyl]propionic acid NC(CC(=O)O)C(NC(C)CCC(C)C)=O